4-[7-fluoro-1-(4-methoxybenzyl)-1H-pyrazolo[4,3-c]pyridin-4-yl]-N-[trans-4-(2-hydroxypropan-2-yl)cyclohexyl]benzamide FC=1C2=C(C(=NC1)C1=CC=C(C(=O)N[C@@H]3CC[C@H](CC3)C(C)(C)O)C=C1)C=NN2CC2=CC=C(C=C2)OC